BrC1=C(C=C(C=C1)C(F)(F)F)CC(O)C=1C=C(C(=O)OC)C=C(C1)C1CC1 methyl 3-(2-(2-bromo-5-(trifluoromethyl) phenyl)-1-hydroxyethyl)-5-cyclopropylbenzoate